COC1=C(OC2=CC=3C(C4=C(NC3C=C2)CCC4)=O)C=CC=C1 7-(2-methoxyphenoxy)-1H,2H,3H,4H,9H-cyclopenta[b]quinolin-9-one